pentadecan-8-one CCCCCCCC(CCCCCCC)=O